boron oxide-hydrate O.[B]=O